N(=C=O)C(CC[Si](OCC)(OCC)OCC)(N=C=O)N=C=O (triisocyanatopropyl)triethoxysilane